3-amino-1-[(7-fluoro-4-isobutyl-3H-imidazo[4,5-c]pyridin-2-yl)methyl]-6-(methoxymethyl)pyridin-2-one NC=1C(N(C(=CC1)COC)CC1=NC2=C(C(=NC=C2F)CC(C)C)N1)=O